FC(C(F)(F)F)N(C)C tetrafluoroethyl-dimethylamine